C1(CC1)OC1=CC=2N(N=C1C1CC1)C(=CN2)C2=CN=CC(=N2)N[C@H]2CNCC[C@@H]2F 6-(7-cyclopropoxy-6-cyclopropylimidazo[1,2-b]pyridazin-3-yl)-N-((3S,4S)-4-fluoropiperidin-3-yl)pyrazin-2-amine